methyl 2-(6-(4-(5-(4-chloro-3-fluorophenyl)-7,7-dimethyl-4,5,6,7-tetrahydro-2H-pyrazolo[4,3-c]pyridine-2-carbonyl)-3,3-dimethylpiperazin-1-yl)pyridin-3-yl)acetate ClC1=C(C=C(C=C1)N1CC=2C(C(C1)(C)C)=NN(C2)C(=O)N2C(CN(CC2)C2=CC=C(C=N2)CC(=O)OC)(C)C)F